5-bromo-3-ethylpyridin BrC=1C=C(C=NC1)CC